3-[bromo(difluoro)methyl]-6-[6-(1-ethyl-2,2-difluoro-propoxy)-3-pyridyl]-[1,2,4]triazolo[4,3-a]pyrazine BrC(C1=NN=C2N1C=C(N=C2)C=2C=NC(=CC2)OC(C(C)(F)F)CC)(F)F